NC1=C(C=C(N=N1)C1=C(C=CC=C1)O)N1CC2CCC(C1)N2C2=CC(=NC=C2)C#CCN2CCOC1CC21 2-[6-amino-5-[8-[2-[3-(2-oxa-5-azabicyclo[4.1.0]heptan-5-yl)prop-1-ynyl]-4-pyridinyl]-3,8-diazabicyclo[3.2.1]oct-3-yl]pyridazin-3-yl]phenol